5-(2-aminoprop-2-yl)-N-(2-(2-fluoroprop-2-yl)pyrimidin-4-yl)-8-methoxyisoquinolin-3-amine NC(C)(C)C1=C2C=C(N=CC2=C(C=C1)OC)NC1=NC(=NC=C1)C(C)(C)F